(2,6-di-tert-butyl-4-methylphenyl)pentaerythritol diphosphite OP(O)OP(O)O.C(C)(C)(C)C1=C(C(=CC(=C1)C)C(C)(C)C)C(O)C(CO)(CO)CO